4-Hydroxy-4-methylmorpholin-4-ium (2-((S)-1-(2,3-difluorobenzyl)-5-oxopyrrolidin-2-yl)acetyl)-L-valinate FC1=C(CN2[C@@H](CCC2=O)CC(=O)N[C@@H](C(C)C)C(=O)[O-])C=CC=C1F.O[N+]1(CCOCC1)C